C1(=CC=CC=C1)S.[Na] sodium thiophenol